5-Methyl-N-(quinolin-8-yl)thiophene-2-carboxamide CC1=CC=C(S1)C(=O)NC=1C=CC=C2C=CC=NC12